ClCC=1N=C2N(N=C(C=N2)C2=C(C=C(C=C2)Cl)C(F)(F)F)C1 6-(chloromethyl)-2-[4-chloro-2-(trifluoromethyl)phenyl]imidazo[1,2-b][1,2,4]triazine